FC1=C(C=CC(=C1)S(=O)C(F)(F)F)CC1CC2(CN(C2)C(=O)N2C[C@H](CC2)C(=O)N)C1 |r| rac-(3S)-1-[6-[[2-fluoro-4-(trifluoromethylsulfinyl)phenyl]methyl]-2-azaspiro[3.3]heptane-2-carbonyl]pyrrolidine-3-carboxamide